NC1=NC(N(C=C1F)[C@H]1[C@H]([C@@H]([C@@](O1)(CCl)CO[P@](=O)(OC1=CC=CC=C1)N[C@@H](C)C(=O)OC(C)C)O)F)=O |o1:17| isopropyl ((S or R)-(((2R,3R,4S,5R)-5-(4-amino-5-fluoro-2-oxopyrimidin-1(2H)-yl)-2-(chloromethyl)-4-fluoro-3-hydroxytetrahydrofuran-2-yl)methoxy)(phenoxy)phosphoryl)-L-alaninate